4-(5-(Difluoromethyl)-1,3,4-oxadiazol-2-yl)-1-(3-(4-fluorophenyl)prop-2-yn-1-yl)pyridin-2(1H)-one FC(C1=NN=C(O1)C1=CC(N(C=C1)CC#CC1=CC=C(C=C1)F)=O)F